NC(C#N)=C(C#N)N 2,3-diamino-cis-butenedinitrile